O-(2-hydroxy-2-methylpropyl)-N-methyl-N-(pent-4-enoyl)-L-serine OC(COC[C@H](N(C(CCC=C)=O)C)C(=O)O)(C)C